CC(C[C@@H](C(=O)N1CCC(CC1)CCC)N1C([C@@H](NCC1)CC(C)C)=O)C (S)-1-{(S)-3-Methyl-1-[(4-propyl-1-piperidyl)carbonyl]butyl}-3-isobutyl-2-piperazinone